fluorophenylethan-1-one FCC(=O)C1=CC=CC=C1